C(#N)C1=CC=C(C=C1)C(CNC(C(=O)NC1=NC=C(C=C1)C=1C=NN(C1)C)C=1C=NN(C1)C)C 2-((2-(4-cyanophenyl)propyl)amino)-2-(1-methyl-1H-pyrazol-4-yl)-N-(5-(1-methyl-1H-pyrazol-4-yl)pyridin-2-yl)acetamide